2-chloro-6-fluoroaniline ClC1=C(N)C(=CC=C1)F